1-(3,6-dimethylpyrazin-2-yl) ethylmethanesulfonate C(C)CS(=O)(=O)OC1=NC(=CN=C1C)C